FC(S(=O)(=O)O)(F)F trifluoromethane-sulfonic acid